(L-rhamnosyl)quercetin C1([C@H](O)[C@H](O)[C@@H](O)[C@@H](O1)C)C1=C(C=2C(C(=C(OC2C=C1O)C1=CC(O)=C(O)C=C1)O)=O)O